C(C1=CC=CC=C1)OC1=CC=C(C=C1)S(=O)(=O)NC1CN(CC1)C#N 4-(benzyloxy)-N-(1-cyanopyrrolidin-3-yl)benzenesulfonamide